FC=1C=C(C=NC1)C1=CC(=NC(=C1)C([2H])([2H])[2H])C(=O)OCC Ethyl 5-fluoro-6'-(methyl-d3)-[3,4'-bipyridine]-2'-carboxylate